COC=1C=C(/C=C/C2=CC(=C(C=C2)O)SC)C=C(C1)OCC=C(C)C (E)-4-(3-methoxy-5-((3-methylbut-2-en-1-yl)oxy)styryl)-2-(methylthio)phenol